C(C=C)(=O)N1[C@H](CN(CC1)C=1C2=C(N=C(N1)OC[C@H]1N(CCC1)C)CN(C2)CC2=CC=C(C1=CC=CC=C21)F)CC#N 2-((S)-1-acryloyl-4-(6-((4-fluoronaphthalen-1-yl)methyl)-2-(((S)-1-methylpyrrolidin-2-yl)methoxy)-6,7-dihydro-5H-pyrrolo[3,4-d]pyrimidin-4-yl)piperazin-2-yl)acetonitrile